N[C@H](C(=O)NC1=CC(=CC=C1)C1=NC(=NN1)C1=CC=C(C=C1)C)CC(C)C (2S)-2-Amino-N-{3-[3-(4-methylphenyl)-1H-1,2,4-triazol-5-yl]phenyl}-4-methylpentanamide